C1(=C(C=CC=C1)C([C@@H]([C@@H]1C(=C(C(=O)O1)O)[O-])O)(O)C1=C(C=CC=C1)C)C ditolyl-ascorbate